1-((difluoromethyl)sulfonyl)piperidin-3-yl acetate C(C)(=O)OC1CN(CCC1)S(=O)(=O)C(F)F